C[N+]=1N(C(=C(C1)C1=CC=C(C=C1)Cl)C)C 1,2,3-trimethyl-4-(p-chlorophenyl)-pyrazolium